methyl 4-amino-7-iodo-1-(6-methylpyridin-3-yl)-2-oxo-1,2-dihydroquinoline-3-carboxylate NC1=C(C(N(C2=CC(=CC=C12)I)C=1C=NC(=CC1)C)=O)C(=O)OC